methyl 4-(N-(methyl-d3)acetamido)-1-(tetrahydro-2H-pyran-2-yl)-1H-pyrazole-3-carboxylate C(N(C(C)=O)C=1C(=NN(C1)C1OCCCC1)C(=O)OC)([2H])([2H])[2H]